methyl 6-amino-5-(2,2-difluoro-7-azaspiro[3.5]nonan-6-yl)pyridine-2-carboxylate NC1=C(C=CC(=N1)C(=O)OC)C1CC2(CC(C2)(F)F)CCN1